3,7-Dimethyl-1,6-Octadien-3-yl Benzoat C(C1=CC=CC=C1)(=O)OC(C=C)(CCC=C(C)C)C